4-[[4-[(5-methyl-1H-pyrazol-3-yl)amino]-7H-pyrrolo[2,3-d]pyrimidin-2-yl]amino]adamantan-1-ol CC1=CC(=NN1)NC=1C2=C(N=C(N1)NC1C3CC4(CC(CC1C4)C3)O)NC=C2